tert-butyl 3-(2-((3,3-difluoroazetidin-1-yl) methyl) pyridin-4-yl)-4,4-difluoropiperidine-1-carboxylate FC1(CN(C1)CC1=NC=CC(=C1)C1CN(CCC1(F)F)C(=O)OC(C)(C)C)F